(S)-4-(4-methyl-2-oxopiperazin-1-yl)-3-(4-methylphenyl)-N-((R)-1-(6-(trifluoromethyl)pyridin-3-yl)ethyl)-4,5-dihydro-1H-pyrazol-1-carboxamide CN1CC(N(CC1)[C@@H]1C(=NN(C1)C(=O)N[C@H](C)C=1C=NC(=CC1)C(F)(F)F)C1=CC=C(C=C1)C)=O